C(=O)(O)C1=CC=NC2=C3N=CC=CC3=CC=C12 4-carboxy-1,10-phenanthroline